8-({4-[1-cyclopropyl-4-(trifluoromethyl)imidazol-2-yl]phenyl}methyl)-2-[4-cyclopropyl-6-(difluoromethoxy)pyrimidin-5-yl]pyrido[2,3-d]pyrimidin-7-one C1(CC1)N1C(=NC(=C1)C(F)(F)F)C1=CC=C(C=C1)CN1C(C=CC2=C1N=C(N=C2)C=2C(=NC=NC2OC(F)F)C2CC2)=O